CN(C1CCC(CC1)NC1=NC=2N(C(C(=NC2C=N1)C=1C=CC(=NC1)NS(=O)(=O)CC1=NC=CC=C1)=O)C(C)C)C N-(5-(2-(((1r,4r)-4-(dimethylamino)cyclohexyl)amino)-8-isopropyl-7-oxo-7,8-dihydropteridin-6-yl)pyridin-2-yl)-1-(pyridin-2-yl)methanesulfonamide